4-(2-{(S)-[(3-ethylisoxazole-4-carbonyl)amino](4-methylcyclohexyl)methyl}-4-fluoro-1H-benzoimidazol-5-yl)tetrahydrofuran-3-carboxylic acid C(C)C1=NOC=C1C(=O)N[C@H](C1=NC2=C(N1)C=CC(=C2F)C2C(COC2)C(=O)O)C2CCC(CC2)C